beta-alanine TFA salt OC(=O)C(F)(F)F.NCCC(=O)O